(1r,3r)-3-((6-bromo-8-methyl-7-oxo-7,8-dihydropyrido[2,3-d]pyrimidin-2-yl)amino)-N-methylcyclobutane-1-carboxamide BrC1=CC2=C(N=C(N=C2)NC2CC(C2)C(=O)NC)N(C1=O)C